NC1SC=CN1S 2-amino-3-mercapto-thiazole